C(C)(C)NC(=O)N1N=C2C(CNCCC2)=C1 N-isopropyl-5,6,7,8-tetrahydro-4H-pyrazolo[4,3-c]azepine-2-carboxamide